ethyl 2-((ethoxycarbonyl)(isopentyl)amino)-3-(3-fluorophenyl)propanoate C(C)OC(=O)N(C(C(=O)OCC)CC1=CC(=CC=C1)F)CCC(C)C